The molecule is a phenolate anion that is the conjugate base of 2'-O-methyllicodione, obtained by deprotonation of the phenolic hydroxy group at position 4; major species at pH 7.3. It is a conjugate base of a 2'-O-methyllicodione. COC1=C(C=CC(=C1)O)C(=O)CC(=O)C2=CC=C(C=C2)[O-]